N-(2-(1,2,4-triazin-3-yl)oxyethyl)-4-methylamino-7-chloroquinoline N1=NC(=NC=C1)OCCN1CC=C(C2=CC=C(C=C12)Cl)NC